30-myristoleoyloxy-triacontanoic acid C(CCCCCCC\C=C/CCCC)(=O)OCCCCCCCCCCCCCCCCCCCCCCCCCCCCCC(=O)O